ClC1=NC=CC=C1C1=CC(=NN1C1CCCC1)C(=O)N[C@H](CC(=O)NC1CCC1)CCN1CC(CCC1)(F)F (3S)-3-{[5-(2-chloropyridin-3-yl)-1-cyclopentyl-1H-pyrazol-3-yl]formamido}-N-cyclobutyl-5-(3,3-difluoropiperidin-1-yl)pentanamide